[Cl-].C(CC)[NH+]1CC(CCC1)CCC 1,3-dipropylpiperidinium chloride